CC=1C=CC(=NC1)CC=1C(C2=CC=CC=C2C(C1CCC)=O)=O 2-((5-methylpyridin-2-yl)methyl)-3-propylnaphthalene-1,4-dione